1-((1R,2S,5R)-2-isopropyl-5-methylcyclohexyl)-4-phenyl-1H-1,2,3-triazole C(C)(C)[C@H]1[C@@H](C[C@@H](CC1)C)N1N=NC(=C1)C1=CC=CC=C1